6-(2'-(((2-(dimethylamino)ethyl)(methyl)amino)methyl)-[1,1'-biphenyl]-4-yl)-2-methyl-1H-benzo[d]imidazole-4-carboxylic acid CN(CCN(C)CC1=C(C=CC=C1)C1=CC=C(C=C1)C=1C=C(C2=C(NC(=N2)C)C1)C(=O)O)C